COC(=O)C=1C=CC2=C(N(C=N2)CC2=CN=C(N2C)C)C1 1-((1,2-Dimethyl-1H-imidazol-5-yl)methyl)-1H-benzo[d]imidazole-6-carboxylic acid methyl ester